ClC=1C=C2C=CC=NC2=C(C1)C(=O)NC1CCC(CC1)NC1=CC=CC=2N1C=C(N2)C(F)(F)F 6-chloro-N-[(1s,4s)-4-{[2-(trifluoromethyl)imidazo[1,2-a]pyridin-5-yl]amino}cyclohexyl]quinoline-8-carboxamide